C(CCCCCC\C=C/CCCCCCCC)(=O)OC(COC(CCC(=O)O)=O)COC(CCCCCC\C=C/CCCCCCCC)=O 4-(2,3-bis(((Z)-heptadeca-8-enoyl)oxy)propoxy)-4-oxobutanoic acid